NC(C#N)C(C)(C1=C(C(=CC=C1F)C)C)F 2-amino-3-fluoro-3-(6-fluoro-2,3-dimethylphenyl)-butyronitrile